COC([C@H](C(C)C)OC1=C(C=C(C=C1)Br)C1=NOCC1OCCCC)=O Methyl-(2S)-2-[4-bromo-2-(4-butoxy-4,5-dihydroisoxazol-3-yl)phenoxy]-3-methylbutanoat